C(=O)C1=C(C=CC(=C1)C#N)C1=CC=CC=C1 formyl-[1,1'-biphenyl]-4-nitrile